C(C(NCCOCCOCCNC(CC(=O)[O-])C(=O)[O-])C(=O)[O-])C(=O)[O-] 6,9-dioxa-3,12-diazatetradecane-1,2,13,14-tetracarboxylate